C(CCCCCCCCCCCCCCCCCCCCCCCCCCC)N(C(=S)SSC(=S)NC(C)C)C(C)C octacosyl-N,N'-diisopropylthiuram disulfide